ClC=1C=C(C=C2C(=C(C=NC12)C#N)NCC(C)(C)C)N[C@@H](C1=C2C=CN=CC2=CC=C1)C=1N=NN(C1)C(C(F)F)(C)C (S)-8-chloro-6-(((1-(1,1-difluoro-2-methylpropan-2-yl)-1H-1,2,3-triazol-4-yl)(isoquinolin-5-yl)methyl)amino)-4-(neopentylamino)quinoline-3-carbonitrile